(4-(2-butyl-benzofuran-3-carbonyl)phenyl)(morpholino)methanone C(CCC)C=1OC2=C(C1C(=O)C1=CC=C(C=C1)C(=O)N1CCOCC1)C=CC=C2